C1(=C(C=CC=C1)N1C(C=CC1=O)=O)N1C(C=CC1=O)=O N,N'-(1,2-phenylene)bismaleimide